N-(3,5-dimethyl-4-(3-(4-methylpiperazin-1-yl)propoxy)phenyl)-4-(5-phenyl-4,5-dihydro-1H-pyrazol-1-yl)thieno[3,2-d]pyrimidin-2-amine CC=1C=C(C=C(C1OCCCN1CCN(CC1)C)C)NC=1N=C(C2=C(N1)C=CS2)N2N=CCC2C2=CC=CC=C2